OC=1C=CC=C2C=CC(=NC12)CN(CC1=CC=C(C=C1)CNCC1=NC=CC=C1)C1CCCCC=2C1=NC=CC2 N-[(8-hydroxy)-2-quinolinylmethyl]-N'-(2-pyridylmethyl)-N-(6,7,8,9-tetrahydro-5H-cyclohepta[b]pyridin-9-yl)-1,4-xylylenediamine